[Au].[Ir] iridium-gold